rac-2-chloro-N-(2'-(5,5-difluorotetrahydro-2H-pyran-2-yl)-3-fluoro-[2,4'-bipyridin]-3'-yl)pyrimidine-5-carboxamide ClC1=NC=C(C=N1)C(=O)NC=1C(=NC=CC1C1=NC=CC=C1F)[C@@H]1OCC(CC1)(F)F |r|